3-(1-(4-(5-(difluoromethyl)-1,3,4-oxadiazol-2-yl)benzyl)-1H-1,2,3-triazol-4-yl)-N,N-dimethylaniline FC(C1=NN=C(O1)C1=CC=C(CN2N=NC(=C2)C=2C=C(N(C)C)C=CC2)C=C1)F